FC1=C(C2=C(N=C(O2)C2=CC=C(C=C2)NC(=O)C2COCC2)C=C1)F N-[4-(6,7-Difluoro-1,3-benzoxazol-2-yl)phenyl]tetrahydrofuran-3-carboxamid